bis(2-(ethylthio)ethyl)amine C(C)SCCNCCSCC